tert-butyl (1-(5-(3-cyano-6-(2-morpholinoethoxy)pyrazolo[1,5-a]pyridin-4-yl)pyrazin-2-yl)-4-methylpiperidin-4-yl)carbamate C(#N)C=1C=NN2C1C(=CC(=C2)OCCN2CCOCC2)C=2N=CC(=NC2)N2CCC(CC2)(C)NC(OC(C)(C)C)=O